CC=1C(=C(C=2CC3=CC=CC=C3C2C1)NC=1C2(C3=CC4=CC=CC=C4C3=CC1C)C=CC=C1C3=CC=CC=C3C=C12)C (dimethylfluorenyl)(methylspirobifluorenyl)amine